(R)-5-fluoro-2-methoxy-3-(pyrrolidin-2-yl)pyridine-4-d FC=1C(=C(C(=NC1)OC)[C@@H]1NCCC1)[2H]